4-((((((2R,3S,5R)-5-(6-amino-2-fluoro-9H-purin-9-yl)-2-ethynyl-2-(hydroxymethyl)tetrahydrofuran-3-yl)oxy)carbonyl)oxy)methyl)phenyl icosanoate C(CCCCCCCCCCCCCCCCCCC)(=O)OC1=CC=C(C=C1)COC(=O)O[C@@H]1[C@](O[C@H](C1)N1C2=NC(=NC(=C2N=C1)N)F)(CO)C#C